1-[7-fluoro-6-[4-[1-[1-(2-hydroxyacetyl)-4-piperidyl]-1-methyl-ethyl]piperazin-1-yl]-1-methyl-indazol-3-yl]hexahydropyrimidine-2,4-dione FC=1C(=CC=C2C(=NN(C12)C)N1C(NC(CC1)=O)=O)N1CCN(CC1)C(C)(C)C1CCN(CC1)C(CO)=O